5-fluoropyridin-2-formaldehyde FC=1C=CC(=NC1)C=O